3-isopropylcyclohexane-1,2-dicarboxylic acid hydroxyaluminum salt O[Al+2].C(C)(C)C1C(C(CCC1)C(=O)[O-])C(=O)[O-]